{3-[4-(dimethylsulfamoyl)phenyl]-4-(hydroxyamino)-4-methyl-5-oxo-4,5-dihydro-1H-pyrazol-1-yl}acetic acid CN(S(=O)(=O)C1=CC=C(C=C1)C1=NN(C(C1(C)NO)=O)CC(=O)O)C